FC1(CN(C1)C)C=1C=CC=2C(N(C3=CC=CC1C23)C2C(NC(CC2)=O)=O)=O 3-[5-(3-fluoro-1-methyl-azetidin-3-yl)-2-oxo-benzo[cd]indol-1-yl]piperidine-2,6-dione